[C@@H]12N(C[C@@H](NC1)C2)C=2C(=CC=1N=CN=C(C1N2)NC2=C(C(=C(C=C2)OC[C@H]2COCC2)F)F)F 6-[(1S,4S)-2,5-diazabicyclo[2.2.1]heptan-2-yl]-N-[2,3-difluoro-4-[[(3R)-tetrahydrofuran-3-yl]methoxy]phenyl]-7-fluoro-pyrido[3,2-d]pyrimidin-4-amine